C(C)(C)(C)C(C(=O)O)(CC)Br.C[C@H]1N(C[C@@H]([C@H]([C@@H]1O)O)O)CC1CCC(CC1)C(F)(F)F (2R,3R,4R,5S)-2-methyl-1-(((1s,4S)-4-(trifluoromethyl)cyclohexyl)methyl)piperidine-3,4,5-triol t-butyl-2-bromobutyrate